phenyl 7-isopropoxy-2-(1-methyl-2-oxabicyclo[2.1.1]hexan-4-yl)imidazo[1,2-a]pyrimidine-6-carboxylate C(C)(C)OC1=NC=2N(C=C1C(=O)OC1=CC=CC=C1)C=C(N2)C21COC(C2)(C1)C